C(#N)[C@@]1(COCC1)NC(=O)C=1N=C2N(C=CC=C2C2=C(C=CC=C2)OCC(F)(F)F)C1 (S)-N-(3-cyanotetrahydrofuran-3-yl)-8-(2-(2,2,2-trifluoroethoxy)phenyl)imidazo[1,2-a]pyridine-2-carboxamide